(S)-6-(4-(2-hydroxy-1-phenylethylamino)-5-(1,3,4-oxadiazol-2-yl)pyridin-2-ylamino)-2,2-dimethylfuro[3,2-b]pyridin-3(2H)-one OC[C@H](C1=CC=CC=C1)NC1=CC(=NC=C1C=1OC=NN1)NC=1C=C2C(=NC1)C(C(O2)(C)C)=O